C(C)(C)(C)OC(=O)N1[C@@H](C[C@@H](C1)NC(=O)OCC1C2=CC=CC=C2C=2C=CC=CC12)C(=O)O (2S,4S)-1-tert-butoxycarbonyl-4-(9H-fluoren-9-ylmethoxycarbonyl-amino)pyrrolidine-2-carboxylic acid